C[C@H]1CN(CCN1)C1CN(C1)C(=O)OCC1=CC=CC=C1 Benzyl (S)-3-(3-methylpiperazin-1-yl)azetidine-1-carboxylate